Acetyliodid C(C)(=O)I